COC1=CC=C(CN2C(NC3(CC(C3)C(=O)OC)C2=O)=O)C=C1 methyl (2s,4s)-7-(4-methoxybenzyl)-6,8-dioxo-5,7-diazaspiro[3.4]octane-2-carboxylate